5-methyl-6-(piperazin-1-yl)-1H-indazole CC=1C=C2C=NNC2=CC1N1CCNCC1